C(C)NC1=CC(=CC(=N1)C1=NC2=C(N1)C(=CC(=C2)CO)C(F)(F)F)C2=C(C=CC=C2)C2=NN=CN2C {2-[6-(Ethylamino)-4-[2-(4-methyl-1,2,4-triazol-3-yl)phenyl]pyridin-2-yl]-7-(trifluoromethyl)-1H-1,3-benzodiazol-5-yl}methanol